BrC=CCCC1=CC=C(C=C1)OC 1-(4-bromo-3-butenyl)-4-methoxybenzene